4-((1-((4,4-Difluorocyclohexyl)methyl)-1H-benzo[d]imidazol-2-yl)amino)-N-hydroxybenzoamide FC1(CCC(CC1)CN1C(=NC2=C1C=CC=C2)NC2=CC=C(C(=O)NO)C=C2)F